2-(6-(((5-amino-1,3,4-thiadiazol-2-yl)oxy)methyl)pyridin-3-yl)acetic acid methyl ester COC(CC=1C=NC(=CC1)COC=1SC(=NN1)N)=O